OC(=O)C(F)(F)F.[N+](=O)([O-])C=1N=CN(C1)C1CNCCC1 3-(4-nitro-1H-imidazol-1-yl)piperidine TFA salt